ClC(C1=CC=C(C=C1)C(Cl)(Cl)Cl)(Cl)Cl α,α,α,α',α',α'-hexachloro-p-xylene